C(C)SC(C1=CC(=C(OCCN2CCN(CC2)S(=O)(=O)C2=CC=C(C)C=C2)C=C1)OC)SCC 1-(2-(4-(bis(ethylsulfanyl)methyl)-2-methoxyphenoxy)ethyl)-4-tosylpiperazine